O1C=CC=2C=NC=C(C21)C(=O)O furo[3,2-c]Pyridine-7-carboxylic acid